IC=1C=CC(=NC1)O[C@H]1CNCCC1 (R)-5-Iodo-2-(piperidin-3-yloxy)pyridine